C1(=CC=CC=C1)C1OCCN2C1=CC(=N2)C(=O)N[C@H]2COC1=C(N(C2=O)C)C=CC=C1 4-phenyl-N-[(3S)-5-methyl-4-oxo-2,3-dihydro-1,5-benzoxazepin-3-yl]-6,7-dihydro-4H-pyrazolo[5,1-c][1,4]oxazine-2-carboxamide